tetramethyl-L-tartrate CO[C@]([C@](C(=O)[O-])(OC)C)(C(=O)[O-])C